FC=1C=C(C=C(C1CN(C[C@H]1NC(CC1)=O)C)OC)C=1C(=C(C=CC1)C1=C(C(=CC=C1)NC(=O)C=1C(N(C=CC1)C)=O)C)C (S)-N-(3''-fluoro-5''-methoxy-2,2'-dimethyl-4''-((methyl((5-oxopyrrolidin-2-yl)methyl)amino)methyl)-[1,1':3',1''-terphenyl]-3-yl)-1-methyl-2-oxo-1,2-dihydropyridine-3-carboxamide